N-((1r,4r)-4-((5-([1,2,4]triazolo[4,3-a]pyridin-6-yl)-4-methoxy-7H-pyrrolo[2,3-d]pyrimidin-2-yl)amino)cyclohexyl)acetamide N=1N=CN2C1C=CC(=C2)C2=CNC=1N=C(N=C(C12)OC)NC1CCC(CC1)NC(C)=O